Tert-Butyl 4-[(2-methylphenyl)methyl]-3-oxopiperazine-1-carboxylate CC1=C(C=CC=C1)CN1C(CN(CC1)C(=O)OC(C)(C)C)=O